3-((((2R,3S)-3-(3,3-difluorobutyl)-2-fluoro-5-(4-fluorophenyl)-1,1-dioxido-7-(trifluoromethyl)-2,3,4,5-tetrahydrobenzo[b][1,4]thiazepin-8-yl)oxy)methyl)picolinic acid FC(CC[C@H]1CN(C2=C(S([C@H]1F)(=O)=O)C=C(C(=C2)C(F)(F)F)OCC=2C(=NC=CC2)C(=O)O)C2=CC=C(C=C2)F)(C)F